4-(3-Bromo-2-fluoroanilino)quinazolin-6,7-diol BrC=1C(=C(NC2=NC=NC3=CC(=C(C=C23)O)O)C=CC1)F